iodo-6-((1R,2S)-1'-methyl-2'-oxospiro[cyclopropane-1,3'-indoline]-2-yl)-1H-indazole-1-carboxylic acid tert-butyl ester C(C)(C)(C)OC(=O)N1N=C(C2=CC=C(C=C12)[C@@H]1C[C@@]12C(N(C1=CC=CC=C21)C)=O)I